CC1=C(C2=C(N=CN=C2NC2(CC2)C)O1)C(=O)N1N=CC(=C1)C(C)C 6-methyl-N-(1-methylcyclopropyl)-5-[4-(prop-2-yl)-1H-pyrazole-1-carbonyl]furo[2,3-d]pyrimidin-4-amine